COCCN1CC(CCC1)NC1=NC2=CC=C(C=C2C=N1)B1OC(C(O1)(C)C)(C)C N-[1-(2-methoxyethyl)piperidin-3-yl]-6-(4,4,5,5-tetramethyl-1,3,2-dioxaborolan-2-yl)quinazolin-2-amine